C(CCC)C(C(=O)O)=C.C(CCCCCCCCCCCCCCCCC)(=O)O octadecanoate (n-Butyl acrylate)